3-(1,3-thiazol-2-yl)prop-2-enal S1C(=NC=C1)C=CC=O